6-methyl-7-(methylsulfonyl)isochroman-1-one CC=1C=C2CCOC(C2=CC1S(=O)(=O)C)=O